C(C1=CC=CC=C1)OC1=C(C(=O)N2CC3=CC=CC(=C3C2)NC2CN(C2)C(C)=O)C(=CC(=C1)C(F)F)O 1-(3-((2-(2-(Benzyloxy)-4-(difluoromethyl)-6-hydroxybenzoyl)isoindolin-4-yl)amino)azetidin-1-yl)ethan-1-one